tert-butyl (S)-2-{2,3,9-trimethyl-4-[4-(prop-2-yn-1-ylcarbamoyl)phenyl]-6H-thieno[3,2-f][1,2,4]triazolo[4,3-a][1,4]diazepin-6-yl}acetate CC1=C(C=2C(=N[C@H](C=3N(C2S1)C(=NN3)C)CC(=O)OC(C)(C)C)C3=CC=C(C=C3)C(NCC#C)=O)C